FC1=C(C=C(CN2N=C3C(=CC=CC3=C2)C(=O)N)C=C1)C(=O)N1CCN(CC1)C1=NC=C(C=N1)F 2-(4-fluoro-3-(4-(5-fluoropyrimidin-2-yl)piperazine-1-carbonyl)benzyl)-2H-indazole-7-carboxamide